3-(4-(trichloromethyl)phenyl)-1,5-dimethylpyrazol-4-ol ClC(C1=CC=C(C=C1)C1=NN(C(=C1O)C)C)(Cl)Cl